2,2-diFluoroethyl 1,1,1,2-tetrafluoroethyl ether FC(C(F)OCC(F)F)(F)F